3-Hydroxyacrylic acid propyl ester C(CC)OC(C=CO)=O